ClC=1C=C(C=CC1)N1N=CC(=C1)C(C(=O)NC1=NNC(=C1)C1CC1)C 2-(1-(3-chlorophenyl)-1H-pyrazol-4-yl)-N-(5-cyclopropyl-1H-pyrazol-3-yl)propanamide